(R)-N-(5-(difluoromethoxy)-1H-pyrazol-3-yl)-5-(piperidin-3-ylmethyl)-5H-pyrrolo[2,3-b]pyrazin-3-amine FC(OC1=CC(=NN1)NC1=CN=C2C(=N1)N(C=C2)C[C@H]2CNCCC2)F